2-ethyl-5,6,7,8-tetrahydro-9,10-anthraquinone C(C)C1=CC=2C(C=3CCCCC3C(C2C=C1)=O)=O